N,N-bis(2-hydroxyethyl)butanediamine OCCN(C(CCC)N)CCO